BrC1=CN=C(C(=N1)C(C(C(CC)=O)N1CCN(CC1)C(=O)OC(C)(C)C)=O)NCC(=O)OC(C)(C)C tert-butyl 4-(1-(6-bromo-3-((2-(tert-butoxy)-2-oxoethyl)amino) pyrazin-2-yl)-1,3-dioxopentan-2-yl)piperazine-1-carboxylate